4-Cyano-2-methoxy-N-(1-(1-methyl-1H-pyrazol-4-yl)-1H-indazol-6-yl)benzamide C(#N)C1=CC(=C(C(=O)NC2=CC=C3C=NN(C3=C2)C=2C=NN(C2)C)C=C1)OC